C1(CC1)NCC1C(NCC1)=O 3-[(cyclopropylamino)methyl]pyrrolidin-2-one